NCCC1=CC=C(C=C1)C1=C(C=C(C#N)C=C1)OC1=NC(=NC(=C1)C=1OC=CN1)C 4-[4-(2-aminoethyl)phenyl]-3-[2-methyl-6-(1,3-oxazol-2-yl)pyrimidin-4-yl]oxybenzonitrile